C(C)N(CCCC1=CC=C(C=C1)O)CCCC1=CC=CC=C1 4-[3-[Ethyl-(3-phenylpropyl)amino]propyl]phenol